Exo-5-Norbornene-2-carboxylic acid C1C2CC(C1C=C2)C(=O)O